O=C1NC2=CC=CC=C2C1 2-oxo-1,2-dihydro-indol